CC1(CN(C2=CC=C(C=C12)Cl)S(=O)(=O)CC)CC1CCCCC1 3-methyl-3-(cyclohexylmethyl)-1-(ethylsulfonyl)-5-chloroindoline